6-(gamma,gamma-dimethylallylamino)purine CC(=CCNC1=C2NC=NC2=NC=N1)C